(R)-4-(tert-butoxycarbonyl)-1-(2,2,2-trifluoroacetyl)piperazine-2-carboxylic acid C(C)(C)(C)OC(=O)N1C[C@@H](N(CC1)C(C(F)(F)F)=O)C(=O)O